2-[4-[6-(4-benzyloxycarbonyl-5-methyl-2,3-dihydroquinoxalin-1-yl)-2-methylsulfonyl-7-oxo-pyrido[2,3-d]pyrimidin-8-yl]-2-fluoro-phenoxy]-N,N-dimethyl-ethanamine oxide C(C1=CC=CC=C1)OC(=O)N1CCN(C2=CC=CC(=C12)C)C1=CC2=C(N=C(N=C2)S(=O)(=O)C)N(C1=O)C1=CC(=C(OCC[N+](C)(C)[O-])C=C1)F